C1(=CC=CC=C1)C1(CC1)C1=CC2=C([C@@H](CCO2)CNC=2C=NC=CC2C(=O)O)C=C1 3-({[(4R)-7-(1-phenylcyclopropyl)-3,4-dihydro-2H-1-benzopyran-4-yl]methyl}amino)pyridine-4-carboxylic acid